isoquinoline-2-carbohydrazide C1N(C=CC2=CC=CC=C12)C(=O)NN